C(=O)(OC(C)(C)C)N(CC(COCC1=CC=CC=C1)O)CCBr N-BOC-3-((2-bromoethyl)amino)-1-benzyloxy-2-propanol